sodium allyldodecyl alcohol C(C=C)CCCCCCCCCCCCO.[Na]